Dimethyl 4,4'-(2-cyclohexyl-2-(2-oxoethyl)propane-1,3-diyl)dibenzoate C1(CCCCC1)C(CC1=CC=C(C(=O)OC)C=C1)(CC1=CC=C(C(=O)OC)C=C1)CC=O